N1(CCCCC1)C1=NC=NC=C1 4-(piperidin-1-yl)pyrimidine